NC=1C=NC=C(C1C1=CC(=C(C(=O)NC=2C=NC(=C(C2)Cl)N2N=CC=N2)C=C1F)Cl)C1CC1 4-(3-Amino-5-cyclopropylpyridin-4-yl)-2-chloro-N-(5-chloro-6-(2H-1,2,3-triazol-2-yl)pyridine-3-yl)-5-fluorobenzamide